dimethyl-N,N'-dihexyl-3-oxaglutaramide CC(OC(C(=O)NCCCCCC)C)C(=O)NCCCCCC